C(C)C1=CC=2N(C=C1C1CCN(CC1)S(=O)(=O)C=1C=NN(C1OC)C)N=CN2 7-ethyl-6-(1-((5-methoxy-1-methyl-1H-pyrazol-4-yl)sulfonyl)piperidin-4-yl)-[1,2,4]triazolo[1,5-a]pyridine